C=1(C=2C(C=CC1)=NC1=CC=C3C=4C=CC=CC4N=C3C12)B(O)O indolocarbazole-boronic acid